((4R,5R)-5-(2,6-dichlorophenyl)-2-methyl-1,3-dioxolan-4-yl)methanol ClC1=C(C(=CC=C1)Cl)[C@@H]1[C@H](OC(O1)C)CO